NC1=NC(=CC(=N1)S)N 2,6-diamino-4-mercaptopyrimidine